C(C1=CC=CC=C1)O[C@]1(C2=NN=C(C3=C(C=C(C(NC4(COCC4)CC=CCC1)=N3)C(F)(F)F)[N+](=O)[O-])O2)C(F)(F)F (6R)-6-benzyloxy-17-nitro-6,15-bis(trifluoromethyl)spiro[19-oxa-3,4,13,18-tetrazatricyclo[12.3.1.12,5]nonadeca-1(17),2,4,9,14(18),15-hexaene-12,3'-tetrahydrofuran]